ClC1=C(C=C2C=C(N=CC2=C1)NC(=O)[C@@H]1[C@@H]([C@H]1C=1C=NN(C1)C)CC)[C@@H]1CC[C@H](CC1)N1CC(C1)F (1R,2R,3R)-N-(7-chloro-6-(trans-4-(3-fluoroazetidin-1-yl)cyclohexyl)isoquinolin-3-yl)-2-ethyl-3-(1-methyl-1H-pyrazol-4-yl)cyclopropane-1-carboxamide